C1(CC1)C=1C=C(C=C2C(=NN(C12)CC#C)C1=C(C(=O)N)C=CC(=C1F)F)C (7-cyclopropyl-5-methyl-1-(prop-2-yn-1-yl)-1H-indazol-3-yl)-3,4-difluorobenzamide